(±)-5,10,15-Tris(3-hydroxyphenyl)-20-[4-((2-(4-hydroxyphenyl)-1,3-dioxolan-4-yl)methoxy)tetrafluorophenyl]porphyrin OC=1C=C(C=CC1)C=1C2=CC=C(N2)C(=C2C=CC(C(=C3C=CC(=C(C=4C=CC1N4)C4=CC(=CC=C4)O)N3)C3=CC(=CC=C3)O)=N2)C2=C(C(=C(C(=C2F)F)OCC2OC(OC2)C2=CC=C(C=C2)O)F)F